rac-(5R,8S)-5-methyl-5,6,7,8-tetrahydroquinoline-8-carbonitrile C[C@H]1C=2C=CC=NC2[C@H](CC1)C#N |r|